F[C@H]1[C@H](CCNC12CCC2)N2CCC1=C2N=NC(=C1)C=1C(=CC2=C(N=C(S2)C)C1)O 5-{7-[(8s,9s)-9-fluoro-5-azaspiro[3.5]nonan-8-yl]-6,7-dihydro-5H-pyrrolo[2,3-c]pyridazin-3-yl}-2-methyl-1,3-benzothiazol-6-ol